C1(CC1)NC(=O)C1=C(C=C(C=C1OC)C1=CN=C2N1C=CC(=C2)C2(CC2)C(=O)O)OC(F)F 1-[3-[4-(Cyclopropylcarbamoyl)-3-(difluoromethoxy)-5-methoxy-phenyl]imidazo[1,2-a]pyridin-7-yl]cyclopropanecarboxylic acid